(R)-(1-(4-fluorophenyl)-6-((4-(trifluoromethyl)phenyl)sulfonyl)-4,4a,5,6,7,8-hexahydro-1H-pyrazolo[3,4-g]isoquinolin-4a-yl)(pyridin-2-yl)-(R/S)-methanol FC1=CC=C(C=C1)N1N=CC2=C1C=C1CCN(C[C@]1(C2)[C@@H](O)C2=NC=CC=C2)S(=O)(=O)C2=CC=C(C=C2)C(F)(F)F |&1:20|